ClC=1C(=NC=CC1)N1N=C(C=C1C(=O)Cl)C1=CC=CC=C1 1-(3-chloropyridin-2-yl)-3-phenyl-1H-pyrazole-5-carbonyl chloride